5,6-dihydroxy-3H-indole OC=1C=C2CC=NC2=CC1O